NC1=CC(=C(C=C1)N(C(OC(C)(C)C)=O)CCN1CCOCC1)C tert-butyl N-(4-amino-2-methylphenyl)-N-[2-(morpholin-4-yl)ethyl]carbamate